N1=C(N=CC=C1)C1=NC2=CC=C(C=C2C=C1)C(=O)NN 2-(pyrimidin-2-yl)quinoline-6-carbohydrazide